4-[(1H-imidazol-5-yl)methyl]-6-hydroxy-5-oxo-4,5-dihydrothieno[3,2-b]pyridine-7-carboxylic acid N1C=NC=C1CN1C2=C(C(=C(C1=O)O)C(=O)O)SC=C2